trans-4-propyl-4'-vinylbicyclohexane C(CC)C1CCC(CC1)C1CCC(CC1)C=C